isopropyl (((6-hydroxy-5'-methyl-4-pentyl-2'-(prop-1-en-2-yl)-[1,1'-biphenyl]-2-yl)oxy)(methyl)phosphoryl)-L-alaninate OC1=CC(=CC(=C1C1=C(C=CC(=C1)C)C(=C)C)OP(=O)(C)N[C@@H](C)C(=O)OC(C)C)CCCCC